C(C)(=O)NC1=CC(=C(C=C1OC)S(=O)(=O)Cl)C 4-acetamido-5-methoxy-2-methyl-benzenesulfonyl chloride